methyl 6-bromo-5-fluoro-pyridine-2-carboxylate BrC1=C(C=CC(=N1)C(=O)OC)F